methylvinyldi(dimethylamino)silane CC=C[SiH](N(C)C)N(C)C